pentacyclo[4.2.0.0~2,5~.0~3,8~.0~4,7~]octane-1,4-diylbis[carbonyl (8S)-8-(chloromethyl)-1-methyl-7,8-dihydro-6H-thieno[3,2-e]indole-6,4-diyl]diacetate C12(C3C4C5(C3C2C5C41)C(=O)N4C[C@H](C1=C5C(=C(C=C41)CC(=O)[O-])SC=C5C)CCl)C(=O)N5C[C@H](C4=C1C(=C(C=C54)CC(=O)[O-])SC=C1C)CCl